(3-{[2-(4-Bromophenyl)imidazo[1,2-a]pyridin-3-yl]methyl}-3,8-diazabicyclo[3.2.1]oct-8-yl)(2-fluorophenyl)methanone BrC1=CC=C(C=C1)C=1N=C2N(C=CC=C2)C1CN1CC2CCC(C1)N2C(=O)C2=C(C=CC=C2)F